N[C@H]1CN(CCC1)C(=O)C1=CC=2N(C=C1)C(=C(N2)C=2N(C1=CC(=CC=C1C2)OC)CC=2C=NC=CC2)C (R)-(3-aminopiperidin-1-yl)(2-(6-methoxy-1-(pyridin-3-ylmethyl)-1H-indol-2-yl)-3-methylimidazo[1,2-a]pyridin-7-yl)methanone